(7-([1,1'-biphenyl]-4-yloxy)-1-ethoxy-4-hydroxyisoquinoline-3-carbonyl)glycine C1(=CC=C(C=C1)OC1=CC=C2C(=C(N=C(C2=C1)OCC)C(=O)NCC(=O)O)O)C1=CC=CC=C1